4-(2-Ethyl-3-{[4-(4-fluoro-phenyl)-5-methoxycarbonyl-thiazol-2-yl]-methyl-amino}-imidazo[1,2-a]pyridin-6-yl)-piperidine-1-carboxylic acid tert-butyl ester C(C)(C)(C)OC(=O)N1CCC(CC1)C=1C=CC=2N(C1)C(=C(N2)CC)N(C)C=2SC(=C(N2)C2=CC=C(C=C2)F)C(=O)OC